N-(perfluorot-butyl)acrylamide FC(C(C(F)(F)F)(C(F)(F)F)NC(C=C)=O)(F)F